C1(CC1)NC(C1=C(C=C(C(=C1)C=1C=NC(=C(C1)C=1C=NN(C1)C1OCCCC1)NCCO)C)F)=O N-cyclopropyl-2-fluoro-5-(6-((2-hydroxyethyl)amino)-5-(1-(tetrahydro-2H-pyran-2-yl)-1H-pyrazol-4-yl)pyridin-3-yl)-4-methylbenzamide